[Cl-].[Zn+2].C(C)(=O)OC.[Cl-] methyl acetate zinc chloride